perfluoro-1,3,5-trimethylcyclohexane FC1(C(C(C(C(C1(F)F)(C(F)(F)F)F)(F)F)(C(F)(F)F)F)(F)F)C(F)(F)F